C(CCCCCCC)SCC1=CC(=C(C(=C1)CSCCCCCCCC)O)C 4,6-bis(octylthiomethyl)-2-methylphenol